n-butyl cyclohexanecarboxylate C1(CCCCC1)C(=O)OCCCC